N1N=CC2=CC=CC(=C12)C=1C(=C(N=C2[C@H]3C([C@@H](CC12)C3)(C)C)N3CC1(CN(C1)C(C=C)=O)CC3)C#N (M)-(1R,9R)-6-(1H-indazol-7-yl)-10,10-dimethyl-4-(2-(2-propenoyl)-2,6-diazaspiro[3.4]octan-6-yl)-3-azatricyclo[7.1.1.02,7]undeca-2,4,6-triene-5-carbonitrile